(E)-3-(2-(2-cyano-3-(thiazol-2-yl)acryloyl)-1,3-dimethyl-1,2,3,4-tetrahydroisoquinolin-6-yl)propanoic acid C(#N)/C(/C(=O)N1C(C2=CC=C(C=C2CC1C)CCC(=O)O)C)=C\C=1SC=CN1